(RS-cis)-5-fluoro-4-(hexahydropyrrolo[3,4-b]pyrrol-5(1H)-yl)-2,3-dimethyl-1H-indole-7-carboxamide FC=1C(=C2C(=C(NC2=C(C1)C(=O)N)C)C)N1C[C@@H]2NCC[C@@H]2C1